COCCC1=NC=CC=C1 2-(2-methoxyethyl)pyridine